CN(CCC[Si](OC(CC)CCCCCCC)(OC(CC)CCCCCCC)OC(CC)CCCCCCC)C N,N-dimethyl-3-(tris(dec-3-yloxy)silyl)propan-1-amine